FC1=C(N)C=CC(=C1C=1C=CC=2N(C1)C=NC2C2N(N=NC2)C2OCCCC2)F 2,4-difluoro-3-[1-[3-(oxan-2-yl)-4,5-dihydro-1,2,3-triazol-4-yl]imidazo[1,5-a]pyridine-6-yl]aniline